C(C1=C(C=CC(=C1)Cl)O)C1=C(C=CC(=C1)Cl)O 2,2'-methylene-bis(4-chlorophenol)